O1N=CC(=N1)O [1,2,5]oxadiazol-4-ol